C(C)OC(CN1N=NC(=C1)CN1C(NC2(C1)CCC(CC2)(C2=CC=CC=C2)N(C)C)=O)=O cis-2-(4-((8-(dimethylamino)-2-oxo-8-phenyl-1,3-diazaspiro[4.5]decan-3-yl)methyl)-1H-1,2,3-triazol-1-yl)acetic acid ethyl ester